N1C(CC2=CC(=CC=C12)C=1C=CC=C2C=CNC12)=O 2,3-dihydro-1H,1'H-[5,7'-biindole]-2-one